ClC=1C(=NC2=CC(=C(N=C2C1N[C@H](CC)C1=CC(=CC(=C1)F)F)C=1C=NC(=CC1)P(=O)(C)C)F)C 3-chloro-N-[(1R)-1-(3,5-difluorophenyl)propyl]-6-[6-(dimethylphosphoryl)pyridin-3-yl]-7-fluoro-2-methyl-1,5-naphthyridin-4-amine